4,5-dimethyl-2,4-dihydro-3H-1,2,4-triazol-3-one CN1C(NN=C1C)=O